4'-((2-butyl-4-oxo-1,3-diazaspiro[4.4]non-1-en-3-yl)methyl)-N-(3,4-dimethylisoxazol-5-yl)-[1,1'-biphenyl]-2-sulfonamide C(CCC)C1=NC2(C(N1CC1=CC=C(C=C1)C=1C(=CC=CC1)S(=O)(=O)NC1=C(C(=NO1)C)C)=O)CCCC2